(3R,6S)-6-methyl-1-(2-(thiophen-2-yl)acetyl)piperidine-3-carboxylic acid C[C@H]1CC[C@H](CN1C(CC=1SC=CC1)=O)C(=O)O